C1(=CC=CC=C1)C1=NC=C(C=N1)C1=CC=CC=C1 2,5-Diphenylpyrimidine